tert-butyl (1S,4S)-5-[4-[3-chloro-4-(difluoromethoxy)-2-fluoro-anilino]-7-fluoro-quinazolin-6-yl]-2,5-diazabicyclo[2.2.1]heptane-2-carboxylate ClC=1C(=C(NC2=NC=NC3=CC(=C(C=C23)N2[C@@H]3CN([C@H](C2)C3)C(=O)OC(C)(C)C)F)C=CC1OC(F)F)F